ethyl (R)-1-(2-amino-8-(isopropylamino)pyrido[3,4-d]pyrimidin-6-yl)benzoate NC=1N=CC2=C(N1)C(=NC(=C2)[C@@]2(C(=O)OCC)CC=CC=C2)NC(C)C